N-((1S,2R,4S)-4-(((S)-(2,3-dichloro-6-fluorophenyl)(4-fluorobicyclo[2.2.1]heptan-1-yl)methyl)carbamoyl)-2-hydroxycyclopentyl)-1,3,4-oxadiazole-2-carboxamide ClC1=C(C(=CC=C1Cl)F)[C@H](C12CCC(CC1)(C2)F)NC(=O)[C@@H]2C[C@H]([C@H](C2)NC(=O)C=2OC=NN2)O